N1(C=NC2=C1C=CC=C2)CCO Benzimidazole-1-ethanol